C(CCCCCC\C=C/CCCCCCCC)C1(OC[C@@H](O1)C(CC)N(C)C)CCCCCCC\C=C/CCCCCCCC ((S)-2,2-di((Z)-heptadec-8-en-1-yl)-1,3-dioxolan-4-yl)-N,N-dimethylpropane-1-amine